N1=CC=NC=2C1=CC=1NC3=CC=CC=C3OC1C2 Pyrazino[2,3-b]phenoxazine